2-oleoyl-3-trimethylammoniopropane C(CCCCCCC\C=C/CCCCCCCC)(=O)C(C)C[N+](C)(C)C